3-((3,3-Dimethyl-1-((R)-2-phenylpiperazine-1-carbonyl)piperidin-4-yl)methyl)-6-phenylpyrimidin-4(3H)-one CC1(CN(CCC1CN1C=NC(=CC1=O)C1=CC=CC=C1)C(=O)N1[C@@H](CNCC1)C1=CC=CC=C1)C